C(C)N1N=NC2=C1C=CC(=C2C)[C@@H](CC(=O)OCC)C2=CC(=C(C=C2)C)CO (S)-ethyl 3-(1-ethyl-4-methyl-1H-benzo[d][1,2,3]triazol-5-yl)-3-(3-(hydroxymethyl)-4-methylphenyl)propanoate